((2-(5-methylpyridin-2-yl)cyclopropyl)methyl)-1H-benzo[d]imidazol-2(3H)-one CC=1C=CC(=NC1)C1C(C1)CN1C(NC2=C1C=CC=C2)=O